C1(=CC=CC=C1)N1C(NC(C2=CC=C(C=C12)C(F)(F)F)=O)=O 1-phenyl-7-(trifluoromethyl)quinazolin-2,4(1H,3H)-dione